5-(tosyloxy)pentanoic acid ethyl ester C(C)OC(CCCCOS(=O)(=O)C1=CC=C(C)C=C1)=O